5-(2,6-difluoro-phenyl)-isoxazole-3-carboxylic acid ethyl ester C(C)OC(=O)C1=NOC(=C1)C1=C(C=CC=C1F)F